CC1=C(C=C(C=C1)OCC(N1CCNCC1)=O)N1C(NC(CC1)=O)=O 1-[2-methyl-5-(2-oxo-2-piperazin-1-yl-ethoxy)phenyl]hexahydropyrimidine-2,4-dione